3-(6-Aminopyridin-3-yl)-1-methyl-N-(4-methyl-3-(piperazine-1-carboxamido)phenyl)-1H-indazole-5-carboxamide NC1=CC=C(C=N1)C1=NN(C2=CC=C(C=C12)C(=O)NC1=CC(=C(C=C1)C)NC(=O)N1CCNCC1)C